(1S,1aR,6bS)-4-chloro-N-(6-((R)-1-cyanospiro[2.2]pentan-1-yl)isoquinolin-3-yl)-1a,6b-dihydro-1H-cyclopropa[4,5]furo[3,2-c]pyridine-1-carboxamide ClC=1C=C2C(=CN1)[C@H]1[C@@H](O2)[C@H]1C(=O)NC=1N=CC2=CC=C(C=C2C1)[C@]1(CC12CC2)C#N